C(C)(C)(C)OC(=O)N1[C@@H](C[C@@H](C1)F)C(=O)N[C@@H]1C[C@@H](N(C1)C(=O)OCC[Si](C)(C)C)C(=O)OC 2-methyl 1-(2-(trimethylsilyl)ethyl) (2R,4R)-4-((2S,4S)-1-(tert-butoxycarbonyl)-4-fluoropyrrolidine-2-carboxamido)pyrrolidine-1,2-dicarboxylate